N-(4-cyclopropylpyridin-2-yl)benzamide C1(CC1)C1=CC(=NC=C1)NC(C1=CC=CC=C1)=O